4-(3-formyl-5-(trifluoromethoxy)benzyl)-1H-pyrazole-1-carboxylic acid tert-butyl ester C(C)(C)(C)OC(=O)N1N=CC(=C1)CC1=CC(=CC(=C1)OC(F)(F)F)C=O